(4-(3-hydroxyoxetan-3-yl)phenyl)(4-(3-(trifluoromethyl)phenyl)piperidin-1-yl)methanone OC1(COC1)C1=CC=C(C=C1)C(=O)N1CCC(CC1)C1=CC(=CC=C1)C(F)(F)F